COCCOC=1C=CC2=C(N=C(O2)C2=C3C=C(N=CC3=C(N=C2)NC)NC(=O)C2CC2)C1 N-(5-(5-(2-methoxyethoxy)benzo[d]oxazol-2-yl)-8-(methylamino)-2,7-naphthyridin-3-yl)cyclopropanecarboxamide